O[C@H]1CN(OC1)C(=O)C=1N(N=C2N(C(N(C(C21)=O)C)=O)C(C)C)CC2=C(C=CC=C2)C(F)(F)F (S)-3-(4-hydroxyisoxazolidine-2-carbonyl)-7-isopropyl-5-methyl-2-(2-(trifluoromethyl)benzyl)-2,7-dihydro-4H-pyrazolo[3,4-d]pyrimidine-4,6(5H)-dione